tert-butyl (3R,4R)-4-(((7-((tert-butoxycarbonyl) ((S)-1-(4-chloro thiazol-2-yl) ethyl) amino)-3-isopropylpyrazolo[1,5-a]pyrimidin-5-yl) amino) methyl)-3-hydroxypiperidine-1-carboxylate C(C)(C)(C)OC(=O)N(C1=CC(=NC=2N1N=CC2C(C)C)NC[C@@H]2[C@H](CN(CC2)C(=O)OC(C)(C)C)O)[C@@H](C)C=2SC=C(N2)Cl